dimethylaminoethyl acrylate methyl-sulfate salt COS(=O)(=O)O.C(C=C)(=O)OCCN(C)C